COC(=O)C=1C=C2CN(CC2=CC1)C(C1=CC=C(C=C1)N(C)C)=O 2-(4-(dimethylamino)benzoyl)isoindoline-5-carboxylic acid methyl ester